tert-butyl (S)-2-((benzyloxy)methyl)-4-(2-ethoxy-2-oxoethylidene)pyrrolidine-1-carboxylate C(C1=CC=CC=C1)OC[C@H]1N(CC(C1)=CC(=O)OCC)C(=O)OC(C)(C)C